FC=1C=CC2=C(NC(=NS2(=O)=O)NCC2=CC(=CC=C2)F)C1[C@H](C)C=1OC(=CC1)C (S)-6-fluoro-3-((3-fluorobenzyl)amino)-5-(1-(5-methylfuran-2-yl)ethyl)-4H-benzo[e][1,2,4]thiadiazine 1,1-dioxide